2-(6-(ethylamino)-4-(2-(4-methyl-4H-1,2,4-triazol-3-yl)phenyl)pyridin-2-yl)-8-(trifluoromethyl)-[1,2,4]triazolo[4,3-a]pyridin-3(2H)-one C(C)NC1=CC(=CC(=N1)N1N=C2N(C=CC=C2C(F)(F)F)C1=O)C1=C(C=CC=C1)C1=NN=CN1C